FC1=C(C=2C(=NSN2)C=C1)N 5-fluoro-2,1,3-benzothiadiazol-4-amine